2-acryloyloxyethyl-cyclohexanedicarboxylic acid C(C=C)(=O)OCCC1C(CCCC1)(C(=O)O)C(=O)O